2-(4-bromo-2-chloro-3-fluoro-5-methylphenoxymethyl)-3,5-difluoropyridine BrC1=C(C(=C(OCC2=NC=C(C=C2F)F)C=C1C)Cl)F